ClC=1C(=NC(=NC1)NC1=CC(=CC(=C1)CN1C[C@H](N[C@H](C1)C)C)C1CC1)C1=CNC2=CC(=CC=C12)Cl 5-chloro-4-(6-chloro-1H-Indol-3-yl)-N-(3-cyclopropyl-5-(((3R,5S)-3,5-dimethylpiperazine-1-yl)methyl)phenyl)pyrimidine-2-amin